C(#N)C1=CC(=C(OCC2=NC=C(C(=C2)OC2CCN(CC2)CC2=NC3=C(N2C[C@H]2OCC2)C=C(C=C3F)C(=O)O)F)C=C1)F 2-{[4-({2-[(4-cyano-2-fluorophenoxy)methyl]-5-fluoropyridin-4-yl}oxy)piperidin-1-yl]methyl}-4-fluoro-1-{[(2S)-oxetan-2-yl]methyl}-1H-1,3-benzodiazole-6-carboxylic acid